3-(4-amino-1-oxo-isoindol-2-yl)-1-methylpiperidine-2,6-dione NC1=C2CN(C(C2=CC=C1)=O)C1C(N(C(CC1)=O)C)=O